di-ammonium mono-hydrogen phosphate P(=O)(O)([O-])[O-].[NH4+].[NH4+]